1-(2-(3-fluoro-5-(trifluoromethyl)benzyl)pyridin-4-yl)-1,5,6,7-tetrahydro-4H-pyrazolo[4,3-c]pyridin-4-one FC=1C=C(CC2=NC=CC(=C2)N2N=CC=3C(NCCC32)=O)C=C(C1)C(F)(F)F